BrCC([C@@](CCCC(CS(=O)(=O)CCO[Si](C1=CC=CC=C1)(C1=CC=CC=C1)C(C)(C)C)(C)C)(C)C=1C=C(C=CC1)C[C@@H](C(=O)OC)C)=O methyl (S)-3-(3-((R)-1-bromo-8-((2-((tert-butyldiphenylsilyl)oxy) ethyl)sulfonyl)-3,7,7-trimethyl-2-oxooctan-3-yl)phenyl)-2-methylpropanoate